niobium tantalum magnesium [Mg].[Ta].[Nb]